2-(9-isopropyl-7,10-dioxo-6-(4-(trifluoromethyl)benzyl)-2,6,9-triazaspiro[4.5]decan-2-yl)isonicotinonitrile C(C)(C)N1CC(N(C2(CCN(C2)C=2C=C(C#N)C=CN2)C1=O)CC1=CC=C(C=C1)C(F)(F)F)=O